C(CCC)OC1=C(C=CC=C1)C1=NC=NC(=N1)C1=C(C=CC=C1)OCCCC 2,4-bis(butoxyphenyl)-1,3,5-triazine